4-(5-(1-((1r,4r)-4-Carbamoylcyclohexyl)-3-(trifluoromethyl)-1H-pyrazol-4-yl)-5-hydroxyoctahydropentalen-2-yl)-N-(3-chloro-4-fluorophenyl)-1-methyl-1H-imidazole-5-carboxamide C(N)(=O)C1CCC(CC1)N1N=C(C(=C1)C1(CC2CC(CC2C1)C=1N=CN(C1C(=O)NC1=CC(=C(C=C1)F)Cl)C)O)C(F)(F)F